5-chloro-1'-{2-[(7-oxo-8-{[(trans)-3-hydroxy-3-methylcyclobutyl]methyl}-5,6,7,8-tetrahydro-1,8-naphthyridin-3-yl)oxy]ethyl}-1,2-dihydrospiro[indole-3,4'-piperidin]-2-one ClC=1C=C2C(=CC1)NC(C21CCN(CC1)CCOC=1C=NC=2N(C(CCC2C1)=O)CC1CC(C1)(C)O)=O